(2R)-1-[4-[1-(2,6-dioxo-3-piperidyl)-3-methyl-2-oxo-benzimidazol-5-yl]butyl]piperazine-2-carboxylic acid O=C1NC(CCC1N1C(N(C2=C1C=CC(=C2)CCCCN2[C@H](CNCC2)C(=O)O)C)=O)=O